4-Cyano-2-[2-(8-hydroxyquinolin-5-yl)-vinyl]-1-methylquinolinium trifluoromethanesulfonate FC(S(=O)(=O)[O-])(F)F.C(#N)C1=CC(=[N+](C2=CC=CC=C12)C)C=CC1=C2C=CC=NC2=C(C=C1)O